N1(C=NC=C1)C1=CC(=NC(=C1)N1C=NC=C1)C(=O)NC1CCC(CC1)OCCOC 4,6-bis(1H-imidazol-1-yl)-N-((1r,4r)-4-(2-methoxyethoxy)cyclohexyl)pyridinecarboxamide